N[C@@H](CS)C(=O)N |r| racemic-cysteinamide